C(C)OC1=C(C=C(C=C1)S(=O)(=O)N1CC(C1)CO)C1=NN2C(C(N1)=O)=C(N=C2CCC)C 2-(2-ethoxy-5-((3-(hydroxymethyl)azetidin-1-yl)sulfonyl)phenyl)-5-methyl-7-propyl-imidazo[5,1-f][1,2,4]triazin-4(3H)-one